NC1=CC=C(C=C1)N1CCN(CC1)C(=O)C1=NC2=C(N1C1CCCCC1)C=CC=C2 (4-(4-aminophenyl)piperazin-1-yl)(1-cyclohexyl-1H-benzo[d]imidazol-2-yl)methanone